8-hydrazineyl-N-(4-methoxyphenyl)pyrimido[5,4-d]pyrimidin-4-amine N(N)C1=NC=NC2=C1N=CN=C2NC2=CC=C(C=C2)OC